ClC1=C(C(=O)OC)C(=CC=C1NC1CC2=CC=CC=C2C1)Cl methyl 2,6-dichloro-3-(2,3-dihydro-1H-inden-2-ylamino)benzoate